2-(2'-hydroxy-5'-tert-butylphenyl)benzotriazole OC1=C(C=C(C=C1)C(C)(C)C)N1N=C2C(=N1)C=CC=C2